1-cyclopropyl-9-cyclopropylethynyl-2-((S)-1-[1,4]dioxan-2-ylmethoxy)-6,7-dihydro-pyrido[2,1-a]isoquinolin-4-one C1(CC1)C=1C(=CC(N2C1C1=CC=C(C=C1CC2)C#CC2CC2)=O)OC[C@H]2OCCOC2